6-butyl-4-[3-methoxy-5-(4-methylpiperazine-1-carbonyl)-2-pyridyl]-2-methyl-1H-pyrrolo[2,3-c]pyridin-7-one C(CCC)N1C(C2=C(C(=C1)C1=NC=C(C=C1OC)C(=O)N1CCN(CC1)C)C=C(N2)C)=O